6-(4-(aminomethyl)benzamido)hexanoic acid NCC1=CC=C(C(=O)NCCCCCC(=O)O)C=C1